Cl.N[C@@H]1CN(CC[C@H]1F)C1=NC2=C(N1[C@H](C)C1=NC=C(C=C1)C#N)C=CC(=C2)C#N 2-((3R,4R)-3-Amino-4-fluoropiperidin-1-yl)-1-((R)-1-(5-cyanopyridin-2-yl)ethyl)-1H-benzo[d]imidazol-5-carbonitril-hydrochlorid